styryl sulfate S(=O)(=O)(OC=CC1=CC=CC=C1)[O-]